methyl (S)-2-benzyl-3-(2-((2S,6R)-2,6-dimethylmorpholino)ethyl)-7-methyl-3,7,8,9-tetrahydro-6H-imidazo[4,5-f]quinoline-6-carboxylate C(C1=CC=CC=C1)C=1N(C=2C(=C3CC[C@@H](N(C3=CC2)C(=O)OC)C)N1)CCN1C[C@@H](O[C@@H](C1)C)C